C(CCCCC)OC=1C=C(C=CC1OCCCCCC)/C=C/C(=O)O (E)-3-(3,4-bis(hexyloxy)phenyl)acrylic acid